(1R,5S)-6-chloro-4-{3,8-diazabicyclo[3.2.1]octan-3-yl}-8-fluoro-2-{[(2S)-1-methylpyrrolidin-2-yl]methoxy}-7-[2-(propan-2-yl)phenyl]quinazoline ClC=1C=C2C(=NC(=NC2=C(C1C1=C(C=CC=C1)C(C)C)F)OC[C@H]1N(CCC1)C)N1C[C@H]2CC[C@@H](C1)N2